6-(N-(5-chloro-2-(4-ethoxypiperidin-1-yl)pyridin-3-yl)sulfamoyl)-N-hydroxy-furo[3,2-c]pyridine-2-carboxamide ClC=1C=C(C(=NC1)N1CCC(CC1)OCC)NS(=O)(=O)C1=CC2=C(C=N1)C=C(O2)C(=O)NO